C(C)NC(NC1=NC=CC(=C1)CN1CCN(CC1)C=1C=CC(=NC1C)C(=O)NC)=O 5-(4-((2-(3-ethylureido)pyridin-4-yl)methyl)piperazin-1-yl)-N,6-dimethylpicolinamide